CN1CCC(CC1)C=1C=CC=2N(C1)C(=CN2)C=2C=NNC2 6-(1-methylpiperidin-4-yl)-3-(1H-pyrazol-4-yl)imidazo[1,2-a]pyridine